N[C@@H]1CCO[C@]12O[C@@H]([C@@H]([C@@H]([C@H]2O)N2N=NC(=C2)C2=CC(=C(C(=C2)F)F)F)O)CO (4R,5S,7R,8R,9S,10R)-4-amino-7-(hydroxymethyl)-9-(4-(3,4,5-trifluorophenyl)-1H-1,2,3-triazol-1-yl)-1,6-dioxaspiro[4.5]decane-8,10-diol